ethyl (S)-3-(3',4'-difluorobiphenyl-3-yl)-3-(3-(4-hydroxy-1,5-dimethyl-2-oxo-1,2-dihydropyridin-3-yl)ureido)propanoate FC=1C=C(C=CC1F)C1=CC(=CC=C1)[C@H](CC(=O)OCC)NC(=O)NC=1C(N(C=C(C1O)C)C)=O